N-[(1R)-1-[6-(4-methylpiperazin-1-yl)pyridin-2-yl]ethyl]acetamide CN1CCN(CC1)C1=CC=CC(=N1)[C@@H](C)NC(C)=O